C(C)OC(=O)C=1C=2CCC2C(=CC1)N 5-aminobicyclo[4.2.0]octane-1(6),2,4-triene-2-carboxylic acid ethyl ester